Acetylglutamylphosphat C(C)(=O)N[C@@H](CCC(=O)O)C(=O)OP(=O)([O-])[O-]